NCC1=CC(=C(C(=C1)C)NC(=O)C1=CC2=C(OCCC3=C2SC=C3)C=C1C=1C(=NC(=CC1)C(NC13CC(C1)C3)=O)C(=O)O)C 3-(9-((4-(aminomethyl)-2,6-dimethylphenyl)carbamoyl)-4,5-dihydrobenzo[b]thieno[2,3-d]oxepin-8-yl)-6-(bicyclo[1.1.1]pentan-1-ylcarbamoyl)picolinic acid